S(O)(O)(=O)=O.CN1C(CCC1)=O N-methyl-pyrrolidone bisulfate